2-(3,4-dimethylphenyl)-1-(2-(5-(trifluoromethyl)-1,2,4-oxadiazol-3-yl)-6,7-dihydrothieno[3,2-c]pyridin-5(4H)-yl)ethan-1-one CC=1C=C(C=CC1C)CC(=O)N1CC2=C(CC1)SC(=C2)C2=NOC(=N2)C(F)(F)F